CC1(COC2=C1C(=CC=C2)OC2=CC=C(C=N2)N2C(NC=1C2=NC=CC1)=O)C 3-[6-[(3,3-dimethyl-2H-benzofuran-4-yl)oxy]-3-pyridyl]-1H-imidazo[4,5-b]pyridin-2-one